CN1CCN(CC1)CC1=NC(=CC=C1)C 1-methyl-4-((6-methylpyridin-2-yl)methyl)piperazine